P(=O)(OCN1N=C(C=C1)\C=C\C=1SC=CC1)([O-])[O-].[Na+].[Na+] Sodium (E)-(3-(2-(thiophen-2-yl)vinyl)-1H-pyrazol-1-yl)methyl phosphate